5-(2,8-diazaspiro[4.5]decan-8-yl)-2-(2,6-dioxo-3-piperidyl)isoindoline-1,3-dione C1NCCC12CCN(CC2)C=2C=C1C(N(C(C1=CC2)=O)C2C(NC(CC2)=O)=O)=O